2-(5-oxo-5-((4-(((S)-pyrrolidine-2-carbonyl)oxy)hexadecyl)oxy)pentyl)propane-1,3-diyldioctanoate O=C(CCCCC(CCCCCCCCC(=O)[O-])CCCCCCCCC(=O)[O-])OCCCC(CCCCCCCCCCCC)OC(=O)[C@H]1NCCC1